ethylenediaminetetraacetic acid diammonium salt [NH4+].[NH4+].C(CN(CC(=O)[O-])CC(=O)[O-])N(CC(=O)O)CC(=O)O